(3R)-3-methyl-4-[3-(1H-pyrazol-5-yl)-7-[2-(trifluoromethyl)pyridin-3-yl]-[1,2]thiazolo[4,5-b]pyridin-5-yl]morpholine C[C@H]1N(CCOC1)C1=CC(=C2C(=N1)C(=NS2)C2=CC=NN2)C=2C(=NC=CC2)C(F)(F)F